C=C(CC)C(CC)=C 3,4-dimethylenehexane